allylmolybdenum C(C=C)[Mo]